ClC1=CC=C(C=C1)C=1N(C(=CN1)C)CC1=C(C=CC=C1)OC 2-(4-chlorophenyl)-1-(2-methoxybenzyl)-5-methyl-1H-imidazole